Cl.Cl.N1CC(C1)C1=NC=CC=C1 2-(azetidin-3-yl)pyridine dihydrochloride